3-amino-4-oxobutanoic acid NC(CC(=O)O)C=O